5-[2-[2-cyclopropyl-5-(2,6-dimethylphenyl)cyclopenta-1,4-dien-1-yl]ethyl]-2-(2,4-dimethylphenyl)-3-methylbicyclo[2.2.1]heptane C1(CC1)C1=C(C(=CC1)C1=C(C=CC=C1C)C)CCC1C2C(C(C(C1)C2)C2=C(C=C(C=C2)C)C)C